COC=1C=CC2=C(N(C=N2)CCNC(C)=O)C1 N-[2-(6-methoxy-benzimidazol-1-yl)ethyl]acetamide